(S)-N-methyl-N-(piperidin-2-ylmethyl)-4-(7H-pyrrolo[2,3-d]pyrimidin-4-yl)-3,4-dihydro-2H-1,4-thiazine-6-carboxamide hydrochloride Cl.CN(C(=O)C1=CN(CCS1)C=1C2=C(N=CN1)NC=C2)C[C@H]2NCCCC2